C1(CC1)C1=NN(C=N1)C1CC2(CN(C2)C(=O)N2CC(C2)C2=NN=C(N2)C2=C(C=C(C=C2)F)F)C1 [6-(3-cyclopropyl-1,2,4-triazol-1-yl)-2-azaspiro[3.3]heptan-2-yl]-[3-[5-(2,4-difluorophenyl)-4H-1,2,4-triazol-3-yl]azetidin-1-yl]methanone